BrC(C)C=1N(C(C(=C(N1)C(=O)OCC)OC)=O)C(C)C Ethyl 2-(1-bromoethyl)-1-isopropyl-5-methoxy-6-oxo-1,6-dihydropyrimidine-4-carboxylate